4-(N,N-dimethylamino)pyridine hydrochloride salt Cl.CN(C)C1=CC=NC=C1